O=C1N(CC(N(C1)CC(=O)N(CC1=CC(=CC=C1)OC)CC1=CC(=CC=C1)OC)=O)CC(=O)N(CC1=CC(=CC=C1)OC)CC1=CC(=CC=C1)OC 2,2'-(2,5-dioxopiperazine-1,4-diyl)bis(N,N-bis(3-methoxybenzyl)acetamide)